tris(2-isocyanatoethyl) hexane-1,3,6-tricarboxylate C(CC(CCCC(=O)OCCN=C=O)C(=O)OCCN=C=O)C(=O)OCCN=C=O